FC1=C(C(=C(C=C1OC)OC)F)C=1C(N(C2=CC(=NC=C2C1)C=1C=NN(C1)CCN1CCOCC1)C1COCC1)=O 3-(2,6-difluoro-3,5-dimethoxyphenyl)-7-(1-(2-morpholinoethyl)-1H-pyrazol-4-yl)-1-(tetrahydrofuran-3-yl)-1,6-naphthyridin-2(1H)-one